4-(((1-Methyl-6-morpholino-1H-pyrazolo[3,4-d]pyrimidin-4-yl)amino)methyl)-benzenesulfonamide CN1N=CC=2C1=NC(=NC2NCC2=CC=C(C=C2)S(=O)(=O)N)N2CCOCC2